aluminum tris(diphenylphosphinate) C1(=CC=CC=C1)P([O-])(=O)C1=CC=CC=C1.C1(=CC=CC=C1)P([O-])(=O)C1=CC=CC=C1.C1(=CC=CC=C1)P([O-])(=O)C1=CC=CC=C1.[Al+3]